N6-(6-azido)hexyl-2'-deoxy-adenosine N(=[N+]=[N-])CCCCCCNC=1C=2N=CN([C@H]3C[C@H](O)[C@@H](CO)O3)C2N=CN1